CC1=C(C(=O)N[C@H](C)C2=CC=CC3=CC=CC=C23)C=C(C=C1)NC=1SC=CN1 (R)-2-methyl-N-(1-(naphthalen-1-yl)ethyl)-5-(thiazol-2-ylamino)benzamide